(1S)-1-[2-(difluoromethyl)pyrazol-3-yl]-2-methyl-propan-1-amine FC(N1N=CC=C1[C@H](C(C)C)N)F